1,1'-bis(tert-butylphenyl-phosphino)-ferrocene C(C)(C)(C)P([C-]1C=CC=C1)C1=CC=CC=C1.[C-]1(C=CC=C1)P(C1=CC=CC=C1)C(C)(C)C.[Fe+2]